BrC=1C=NC=C(C1)C1N=C(CC1)SC 3-bromo-5-(5-(methylthio)-3,4-dihydro-2H-pyrrol-2-yl)pyridine